1-Cyclopropyl-N'-((2,3-dicyclopropyl-6,7-dihydro-5H-cyclopenta[b]pyridin-4-yl)carbamoyl)-4-fluoro-1H-pyrazole-3-sulfonimidamide C1(CC1)N1N=C(C(=C1)F)S(=O)(N)=NC(NC1=C2C(=NC(=C1C1CC1)C1CC1)CCC2)=O